dimethylammonium trifluoromethanesulfonate FC(S(=O)(=O)[O-])(F)F.C[NH2+]C